6-chloro-N-[5-(2,2-difluoroethyl)-4,6-dimethoxy-pyrimidin-2-yl]-7-morpholino-1H-indole-3-sulfonic acid amide ClC1=CC=C2C(=CNC2=C1N1CCOCC1)S(=O)(=O)NC1=NC(=C(C(=N1)OC)CC(F)F)OC